(R)-1-(2,5-difluoropyridin-3-yl)ethyl (4-(5-(6-(difluoromethyl)nicotinamido)pyrazin-2-yl)-1-methyl-1H-1,2,3-triazol-5-yl)carbamate FC(C1=NC=C(C(=O)NC=2N=CC(=NC2)C=2N=NN(C2NC(O[C@H](C)C=2C(=NC=C(C2)F)F)=O)C)C=C1)F